1-(4-{[(1R)-5-[2-(2-aminopyridin-3-yl)-5-[3-(difluoromethyl)pyrazol-1-yl]imidazo[4,5-b]pyridin-3-yl]-2,3-dihydro-1H-inden-1-yl]amino}piperidin-1-yl)prop-2-en-1-one NC1=NC=CC=C1C1=NC=2C(=NC(=CC2)N2N=C(C=C2)C(F)F)N1C=1C=C2CC[C@H](C2=CC1)NC1CCN(CC1)C(C=C)=O